(S)-4-(2-(4,7-difluoro-3,3-dimethyl-2-oxo-5-(trifluoromethyl)indol-1-yl)acetamido)-3-fluorobutyric acid methyl ester COC(C[C@@H](CNC(CN1C(C(C2=C(C(=CC(=C12)F)C(F)(F)F)F)(C)C)=O)=O)F)=O